C(C)(C)(C)C1=NN(C(=C1)N)C1=CC=C(C=C1)C 3-(tert-butyl)-1-(p-tolyl)-1H-pyrazole-5-amine